methyl (S)-2-((2-(4-bromo-2,6-difluorophenyl)-7-chloroimidazo[1,2-a]pyridin-3-yl)methyl)morpholine-4-carboxylate BrC1=CC(=C(C(=C1)F)C=1N=C2N(C=CC(=C2)Cl)C1C[C@H]1CN(CCO1)C(=O)OC)F